ClC=1C=NN(C(C1Cl)=O)C(C(=O)NC1=CC(=C(C=C1)C)S(=O)(=O)N1CCN(CCC1)C)CCO 2-(4,5-dichloro-6-oxopyridazin-1(6H)-yl)-4-hydroxy-N-(4-methyl-3-((4-methyl-1,4-diazepan-1-yl)sulfonyl)phenyl)butanamide